3-methyl-2-(2-((1-ethylpyrrol-3-yl)amino)-[1,2,4]triazolo[1,5-a]pyrimidin-5-yl)-5-(trifluoromethyl)phenol CC=1C(=C(C=C(C1)C(F)(F)F)O)C1=NC=2N(C=C1)N=C(N2)NC2=CN(C=C2)CC